1-(9Z,12Z-octadecadienoyl)-2-nonadecanoyl-glycero-3-phosphocholine CCCCCCCCCCCCCCCCCCC(=O)O[C@H](COC(=O)CCCCCCC/C=C\C/C=C\CCCCC)COP(=O)([O-])OCC[N+](C)(C)C